O1CC=CC2=C1C=NC=C2C=O 2H-pyrano[2,3-c]pyridine-5-carbaldehyde